S([O-])(O)(=O)=O.C(CC)[NH3+] propyl-ammonium bisulfate